C(C1=CC=CC=C1)[C@H]1N(C(OC1)=O)C([C@@H](CCC(C)(F)F)COCC1=CC=CC=C1)=O (R)-4-benzyl-3-((S)-2-((benzyloxy)methyl)-5,5-difluorohexanoyl)oxazolidin-2-one